ethyl (4E)-4-[3-(3-chlorophenyl)prop-2-yn-1-ylidene]-3,3-difluoropiperidine-1-carboxylate ClC=1C=C(C=CC1)C#C\C=C/1\C(CN(CC1)C(=O)OCC)(F)F